[BrH2+].C1(=CC=CC=C1)P(C1=CC=CC=C1)C1=CC=CC=C1 triphenylphosphine bromonium